OC1C(OC(C1O)CO)C=1C=NC=NC1 5-(3,4-dihydroxy-5-(hydroxymethyl)tetrahydrofuran-2-yl)pyrimidine